bis(2,3-epithiopropyl) ether C(C1CS1)OCC1CS1